CS(=O)(=O)C=1C=C(C(=O)N2[C@@H]3C[C@@H]3C[C@@H]2C(=O)OCC)C=CC1 ethyl (1R,3R,5R)-2-(3-(methylsulfonyl) benzoyl)-2-azabicyclo[3.1.0]hexane-3-carboxylate